C12C(CC(CC1)C2)NS(=O)(=O)C2=CC=1\C(\C3=CC(=CC=C3C1C=C2)S(=O)(=O)NC2CC(C2)F)=N/O (Z)-N2-(bicyclo[2.2.1]heptan-2-yl)-N7-(3-fluorocyclobutyl)-9-(hydroxyimino)-9H-fluorene-2,7-disulfonamide